tert-butyl (R)-3-((7-(2,6-dioxopiperidin-3-yl)-6-oxo-7,8-dihydro-2H,6H-spiro[furo[2,3-e]isoindole-3,4'-piperidin]-1'-yl)methyl)azetidine-1-carboxylate O=C1NC(CC[C@H]1N1C(C2=CC=C3C(=C2C1)OCC31CCN(CC1)CC1CN(C1)C(=O)OC(C)(C)C)=O)=O